ClC1=C(CCNCC=2C=C(C=3N(C2)C=CN3)C=3C=C2CN(C(C2=CC3)=O)C3C(NC(CC3)=O)=O)C=CC=C1 3-(5-(6-(((2-chloro-phenethyl)amino)methyl)imidazo[1,2-a]pyridin-8-yl)-1-oxoisoindolin-2-yl)piperidine-2,6-dione